FC(C(O)([2H])C1=CC=C(C=C1)C1=CC(=CC=C1)OC)F 2,2-Difluoro-1-(3'-methoxy-[1,1'-biphenyl]-4-yl)ethan-1-d-1-ol